C(CCCCCCCCCC)OCCCN 3-(undecyloxy)propylamine